lead-tin-antimony-copper [Cu].[Sb].[Sn].[Pb]